6-Bromo-4-[1-[5-(trifluoromethyl)-3-pyridinyl]ethylamino]pyrazolo[1,5-a]pyridine-3-carbonitrile BrC=1C=C(C=2N(C1)N=CC2C#N)NC(C)C=2C=NC=C(C2)C(F)(F)F